BrC1=C2C(=C(NC2=CC=C1)CCCCCCC)CCCCCCC bromodiheptyl-indole